2-((allylamino)methylene)-5-phenylcyclohexane-1,3-dione C(C=C)NC=C1C(CC(CC1=O)C1=CC=CC=C1)=O